CNC(=O)C1=CC2=C(N(C=N2)C2=CC=C(C=C2)CC(N2C(CCC2)C2=CC=CC=C2)=O)C=C1 n-methyl-1-(4-(2-oxo-2-(2-phenylpyrrolidin-1-yl)ethyl)phenyl)-1H-benzo[d]Imidazole-5-carboxamide